tetrabutylammonium acetic acid salt C(C)(=O)[O-].C(CCC)[N+](CCCC)(CCCC)CCCC